2-methyl-5-((2-methyloxazol-5-yl)methoxy)benzofuran-3-carboxylic acid CC=1OC2=C(C1C(=O)O)C=C(C=C2)OCC2=CN=C(O2)C